NC=1C=C(C=CC1O)/C=C/C(=O)C1=CC=CC=C1 (E)-3-(3-Amino-4-hydroxyphenyl)-1-phenylprop-2-en-1-one